3,6-dimethyloctane CC(CC)CCC(CC)C